C(C)C(C(=O)O[C@H]1[C@@](O[C@H]2[C@H]1O[Si](O[Si](OC2)(C(C)C)C(C)C)(C(C)C)C(C)C)(C2=CC=C1C(=NC=NN12)NC(CCCC)=O)C#N)CC (6aR,8R,9R,9aR)-8-cyano-2,2,4,4-tetraisopropyl-8-(4-pentanamidopyrrolo[2,1-f][1,2,4]triazin-7-yl)tetrahydro-6H-furo[3,2-f][1,3,5,2,4]trioxadisilocin-9-yl 2-ethylbutanoate